ClC1=NC=C(C(=N1)NC[C@H](C)C1=CC=CC=C1)C(=O)N (R)-2-chloro-4-((2-phenylpropyl)amino)pyrimidin-5-carboxamide